CC1=NC=C(C(=N1)C)C#CC1=CN=CC=2[C@H]3N(C[C@@H](OC21)C3)C(C(C(F)F)(C)C)=O 1-((2S,5S)-9-((2,4-dimethylpyrimidin-5-yl)ethynyl)-2,3-dihydro-2,5-methanopyrido[3,4-f][1,4]oxazepin-4(5H)-yl)-3,3-difluoro-2,2-dimethylpropan-1-one